F[C@@H]1N2C(N([C@H](CC1)C2)OS(=O)(=O)[O-])=O.[Na+].ClC2=C(C(=O)NC1=NC=NN1C1=CC=CC=C1)C=CC(=C2C(=O)N(C)C)S(=O)(=O)C 2-chloro-N3,N3-dimethyl-4-(methylsulfonyl)-N1-(1-phenyl-1H-1,2,4-triazol-5-yl)isophthalamide Sodium (2S,5R)-2-fluoro-7-oxo-1,6-diazabicyclo[3.2.1]octan-6-yl-sulphate